3-iodo-4-methyl-N-(4-methyl-3-(trifluoromethyl)phenyl)benzamide IC=1C=C(C(=O)NC2=CC(=C(C=C2)C)C(F)(F)F)C=CC1C